C(C)(C)(C)C1CN(CCC1)C1CCN(CC1)C(=O)C1=CN=C(S1)N[C@@H](C)C1=NC=CC=C1F (3-tert-Butyl[1,4'-bipiperidine]-1'-yl)(2-{[(1S)-1-(3-fluoropyridin-2-yl)ethyl]amino}-1,3-thiazol-5-yl)methanone